(2R,6S)-2,6-dimethylmorpholinopicolinaldehyde C[C@H]1O[C@H](CN(C1)C=1C(=NC=CC1)C=O)C